(S)-9-(3,5-Difluoro-phenyl)-2-(8-oxa-3-azabicyclo[3.2.1]oct-3-yl)-8-trifluoromethyl-6,7,8,9-tetrahydro-pyrimido[1,2-a]-pyrimidin-4-one FC=1C=C(C=C(C1)F)N1[C@@H](CCN2C1=NC(=CC2=O)N2CC1CCC(C2)O1)C(F)(F)F